C1(=CC=C(C=C1)S(=O)(=O)N1C[C@H]2C([C@H]2C1)C(=O)O)C (1R,5S)-3-(p-Tolylsulfonyl)-3-azabicyclo[3.1.0]hexane-6-carboxylic acid